7-(2-Aminophenyl)-2-(4-(benzyloxy)phenyl)-4,5,6,7-tetrahydropyrazolo[1,5-a]pyrimidine-3-carbonitrile NC1=C(C=CC=C1)C1CCNC=2N1N=C(C2C#N)C2=CC=C(C=C2)OCC2=CC=CC=C2